tert-butyl 2-[(3-methyl-4-nitrophenyl)amino]-5H,6H,7H,8H-pyrido[3,4-d]pyrimidine-7-carboxylate CC=1C=C(C=CC1[N+](=O)[O-])NC=1N=CC2=C(N1)CN(CC2)C(=O)OC(C)(C)C